(1S,2S)-2-(1H-Benzo[d]imidazol-2-yl)-N-(5-oxo-1-(6-(trifluoromethyl)pyridin-3-yl)pyrrolidin-3-yl)cyclopropane-1-carboxamide N1C(=NC2=C1C=CC=C2)[C@@H]2[C@H](C2)C(=O)NC2CN(C(C2)=O)C=2C=NC(=CC2)C(F)(F)F